COC1=C(C=CC(=C1)C=1C=NN(C1)C)NC=1N=CC2=C(N1)C(=NC=C2)N2CCC(CC2)C#N 1-(2-((2-methoxy-4-(1-methyl-1H-pyrazol-4-yl)phenyl)amino)pyrido[3,4-d]pyrimidin-8-yl)piperidine-4-carbonitrile